tert-butyl methyl(3-(2-(4-(methylcarbamoyl)phenyl)benzo[d]imidazo[2,1-b]thiazole-7-carboxamido)cyclobutyl)carbamate CN(C(OC(C)(C)C)=O)C1CC(C1)NC(=O)C1=CC2=C(N3C(S2)=NC(=C3)C3=CC=C(C=C3)C(NC)=O)C=C1